C1(CC1)C1=C(C(=NO1)C1=C(C=CC=C1Cl)Cl)\C=C(/C)\C1CCN(CC1)C(=O)OC(C)(C)C tert-Butyl (E)-4-(1-(5-cyclopropyl-3-(2,6-dichlorophenyl)isoxazol-4-yl)prop-1-en-2-yl)piperidine-1-carboxylate